CC1=C(C=CC(=C1)C)S(=O)(=O)NC=1C=C(C(=O)NCC=2C=NC=CC2)C=CC1C 3-((2,4-dimethylphenyl)sulfonylamino)-4-methyl-N-(pyridin-3-ylmethyl)benzamide